C1CCCC2C3=CC(=CC=C3NC12)NC(C1=C(C=C(C=C1)NS(=O)(=O)CCO)N1CCC2(CC2)CC1)=O N-(2,3,4,4a,9,9a-hexahydro-1H-carbazol-6-yl)-4-((2-hydroxyethyl)sulfonamido)-2-(6-azaspiro[2.5]octan-6-yl)benzamide